N-(1,6-dichloro-9H-xanthen-9-yl)-4-ethyl-2-oxo-6-(trifluoromethyl)-1,2-dihydropyridine-3-carboxamide ClC1=CC=CC=2OC3=CC(=CC=C3C(C12)NC(=O)C=1C(NC(=CC1CC)C(F)(F)F)=O)Cl